6-(dibromomethyl)-2-methyl-quinazolin-4(3H)-one BrC(C=1C=C2C(NC(=NC2=CC1)C)=O)Br